N1C[C@@H](CC1)N1N=CC(=C1)C(=O)N 1-((R)-pyrrolidin-3-yl)-1H-pyrazole-4-carboxamide